3-(thiophen-3-yl)-1H-pyrazol-4-amine S1C=C(C=C1)C1=NNC=C1N